N[C@H]1C[C@@H]2COC3=C(C(N2C1)=O)C(=CC(=C3)C)OC(C)C (2S,11aR)-2-Amino-6-isopropoxy-8-methyl-2,3,11,11a-tetrahydro-1H,5H-benzo[f]pyrrolo[2,1-c][1,4]oxazepin-5-one